3-(3-(4-(isoxazol-4-ylmethyl)benzyl)isoxazol-5-yl)pyridin-2-amine O1N=CC(=C1)CC1=CC=C(CC2=NOC(=C2)C=2C(=NC=CC2)N)C=C1